C(C)(C)(C)OC(=O)N[C@@H](C(=O)OC)CCC(C)(F)F methyl (R)-2-((tert-butoxycarbonyl)amino)-5,5-difluorohexanoate